4-(3,5-dimethoxybenzyl)-7-((5-imino-1-methyl-1,5-dihydro-4H-1,2,4-triazol-4-yl)methyl)-9-(1-methyl-3-(trifluoromethyl)-1H-pyrazol-4-yl)-3,4-dihydrobenzo[f][1,4]oxazepin-5(2H)-one COC=1C=C(CN2CCOC3=C(C2=O)C=C(C=C3C=3C(=NN(C3)C)C(F)(F)F)CN3C=NN(C3=N)C)C=C(C1)OC